4-amino-N-(4-(methoxymethyl)phenyl)-7-(1-methylcyclopropyl)-6-(pyridin-3-yl)-7H-pyrrolo[2,3-d]pyrimidine-5-carboxamide NC=1C2=C(N=CN1)N(C(=C2C(=O)NC2=CC=C(C=C2)COC)C=2C=NC=CC2)C2(CC2)C